CCC(CC)O pentane-3-ol